FC1=C(NC2=C(C=C(C=C2)I)F)C=CC=C1F 2,3-difluoro-N-(2-fluoro-4-iodophenyl)aniline